N1(CCC1)C[C@@H]1[C@H]([C@]2([C@](C=3C(=NC(=CC3O2)C#N)OC)([C@@H]1O)O)C1=CC=C(C=C1)C#N)C1=CC=CC=C1 (5aR,6S,7S,8R,8aS)-7-(Azetidin-1-ylmethyl)-5a-(4-cyanophenyl)-8,8a-dihydroxy-1-methoxy-6-phenyl-5a,7,8,8a-tetrahydro-6H-cyclopenta[4,5]furo[3,2-c]pyridine-3-carbonitrile